N1=C(C=CC=C1)N1CC2(CN(C2)C(NN)=S)C1 6-(pyridin-2-yl)-2,6-diazaspiro[3.3]heptane-2-thiohydrazide